(5-chloropyridin-2-yl)(3-(2'-ethyl-3-(hydroxymethyl)biphenyl-4-yl)pyrrolidin-1-yl)methanone ClC=1C=CC(=NC1)C(=O)N1CC(CC1)C1=C(C=C(C=C1)C1=C(C=CC=C1)CC)CO